(R)-2-(2-Chloro-5-(2-hydroxypropan-2-yl)-8-oxothieno[2',3':4,5]pyrrolo[1,2-d][1,2,4]triazin-7(8H)-yl)-N-(1-cyclopropylpiperidin-3-yl)acetamide ClC1=CC2=C(C=C3N2C(=NN(C3=O)CC(=O)N[C@H]3CN(CCC3)C3CC3)C(C)(C)O)S1